3-(5-(4-chlorophenyl)-1-(2,4-dichlorophenyl)-4-methyl-1H-pyrazole-3-carboxamido)benzoic acid ClC1=CC=C(C=C1)C1=C(C(=NN1C1=C(C=C(C=C1)Cl)Cl)C(=O)NC=1C=C(C(=O)O)C=CC1)C